CC1(OB(OC1(C)C)C1C(C=CC=C1)=C1CC=C2C3=CC=CC=C3C=3C=CC=C1C23)C 4,4,5,5-tetramethyl-2-(3-fluoranthenyl-3-ylphenyl)-1,3,2-dioxaborolane